C(=O)(O)C([C@@H]1[C@H]([C@@H]([C@H]([C@H](O)O1)O)O)O)(O)C(=O)O dicarboxyl-beta-D-glucopyranose